FC1([C@@H]([C@@H](N(C1)C(=O)C1OCC1)CC=1C(=C(C=CC1)C1=C(C(=C(C=C1)F)C)F)F)NS(=O)(=O)CC)F N-{(2S,3R)-4,4-difluoro-1-(oxetane-2-carbonyl)-2-[(2,2',4'-trifluoro-3'-methyl[1,1'-biphenyl]-3-yl)methyl]pyrrolidin-3-yl}ethanesulfonamide